FC1=C(C=C(C=C1)N(C(=O)C1=CC2=C(N=CN2)C(=C1)C)C)OC N-(4-fluoro-3-methoxy-phenyl)-N,7-dimethyl-3H-benzimidazole-5-carboxamide